CC1N(C(=CC=N1)C=1C=CC2=C(C(=CO2)C)C1)[C@@H](C)C1=CC(=CC=C1)N1N=CC=C1 2-methyl-6-(3-methyl-1-benzofuran-5-yl)-N-[(1S)-1-[3-(1H-pyrazol-1-yl)phenyl]ethyl]pyrimidin